COC1=CC2=C(N(C=N2)C2=CC(=C(S2)C(=C)N)OCC2=C(C=CC=C2)C(F)(F)F)C=C1OC 1-[5-(5,6-dimethoxy-1H-1,3-benzodiazol-1-yl)-3-{[2-(trifluoromethyl)phenyl]methoxy}thiophen-2-yl]ethen-1-amine